FC1(CN(CC[C@H]1NC1=NN2C(C(=N1)OC)=C(C=C2)C=2C=C(C1=C(N(C(=N1)C)CCF)C2)F)C(CO)=O)F (R)-1-(3,3-difluoro-4-((5-(4-fluoro-1-(2-fluoroethyl)-2-methyl-1H-benzo[d]imidazol-6-yl)-4-methoxypyrrolo[2,1-f][1,2,4]triazin-2-yl)amino)piperidin-1-yl)-2-hydroxyethan-1-one